Methyl 6-chloro-3-[[(1R)-1-(2-ethylsulfinyl-3,6-dimethyl-4-oxo-chromen-8-yl)ethyl]amino]pyridine-2-carboxylate ClC1=CC=C(C(=N1)C(=O)OC)N[C@H](C)C=1C=C(C=C2C(C(=C(OC12)S(=O)CC)C)=O)C